lauryl-succinate C(CCCCCCCCCCC)C(C(=O)[O-])CC(=O)[O-]